C1(CC1)N1CCC2=C(CC1)C=C(C(=C2)N)N 3-cyclopropyl-2,3,4,5-Tetrahydro-1H-benzo[d]azepine-7,8-diamine